CN1C2=C(OC[C@@H](C1=O)NC(=O)C1=NN3C(COCC3C3=CC=CC=C3)=N1)C=CC=C2 N-((S)-5-methyl-4-oxo-2,3,4,5-tetrahydrobenzo[b][1,4]oxazepin-3-yl)-5-phenyl-5,6-dihydro-8H-[1,2,4]triazolo[5,1-c][1,4]oxazine-2-carboxamide